ClC1=C(C2=C(CNCCO2)C=N1)C#N 8-chloro-2,3,4,5-tetrahydropyrido[3,4-f][1,4]oxazepine-9-Carbonitrile